BrC=1C(=CC(=C(C1)S(=O)(=O)N[C@@H](C(=O)N)C1CCCCC1)F)Cl (R)-2-((5-bromo-4-chloro-2-fluorophenyl)sulfonamido)-2-cyclohexylacetamide